FC1=C(C=CC(=C1)F)C(CC1N(CCC1)C(=O)OCC1=CC=CC=C1)C(=O)OC (±)-Benzyl 2-(2-(2,4-difluorophenyl)-3-methoxy-3-oxopropyl)pyrrolidine-1-carboxylate